(1s,3s)-N3-(4-methoxy-5-(1-methyl-1H-benzo[d][1,2,3]triazol-6-yl)pyrrolo[2,1-f][1,2,4]triazin-2-yl)-N1,N1,1-trimethylcyclobutane-1,3-diamine COC1=NC(=NN2C1=C(C=C2)C=2C=CC1=C(N(N=N1)C)C2)NC2CC(C2)(N(C)C)C